COC=1C=C2CCN(C(C2=C(C1)OCCC(C)C)=O)C(C)C1=CC(=CC=C1)C(F)(F)F 6-methoxy-8-isopentyloxy-2-[1-(3-trifluoromethyl-phenyl)ethyl]-3,4-dihydroisoquinolin-1(2H)-one